15H-19,1-(metheno)-10λ6-pyrido[1,2-e]pyrimido[1,6-i][1,2,5,8,9,11]thiapentaazacyclopentadecine-10,10,13-trione C1=2N=CC=C3N1N=C(C=1N(C(C=NS(CC=CC=N3)(=O)=O)=O)CC=CC1)C2